Benzyl 4-[(cyanomethyl)[7-([2-fluoro-4-[3-(hydroxymethyl)pyrazol-1-yl]phenyl]amino)-1,6-naphthyridin-2-yl]amino]piperidine-1-carboxylate C(#N)CN(C1CCN(CC1)C(=O)OCC1=CC=CC=C1)C1=NC2=CC(=NC=C2C=C1)NC1=C(C=C(C=C1)N1N=C(C=C1)CO)F